(4-bromo-2,6-dimethyl-phenyl)-3,3-dimethyl-butyramide BrC1=CC(=C(C(=C1)C)C(C(=O)N)C(C)(C)C)C